N1=CN=C(C=C1)CC#N 2-(pyrimidin-4-yl)acetonitrile